tert-butyl 4-{6-[2-allyl-6-(methylthio)-3-oxo-1,2-dihydro-3H-1,2,5,7-tetraazainden-1-yl]-2-pyridyloxy}-1-piperidinecarboxylate C(C=C)N1N(C2=NC(=NC=C2C1=O)SC)C1=CC=CC(=N1)OC1CCN(CC1)C(=O)OC(C)(C)C